1-benzyl-6-(1-methoxypentyl)-N-(2-pyridinyl)-3,4-dihydro-2H-quinolin-8-amine C(C1=CC=CC=C1)N1CCCC2=CC(=CC(=C12)NC1=NC=CC=C1)C(CCCC)OC